N-((1R,3S)-3-((6-chloro-2-(trifluoromethyl)quinolin-4-yl)amino)cyclohexyl)-2-(dimethylphosphoryl)benzamide ClC=1C=C2C(=CC(=NC2=CC1)C(F)(F)F)N[C@@H]1C[C@@H](CCC1)NC(C1=C(C=CC=C1)P(=O)(C)C)=O